ClC1=C(C=CC=C1)S(=O)(=O)NC1=NC(=C(C=C1)C1=CC2=C(N=C(N=C2)NC2CCC(CC2)N(C)CCF)N(C1=O)C(C)C)C 2-Chloro-N-(5-(2-(((1r,4r)-4-((2-fluoroethyl)(methyl)amino)cyclohexyl)amino)-8-isopropyl-7-oxo-7,8-dihydropyrido[2,3-d]pyrimidin-6-yl)-6-methylpyridin-2-yl)benzenesulfonamide